tert-butyl 4-(6-(8-fluoro-2-methylindolizine-6-carboximidamido)pyridin-3-yl)piperidine-1-carboxylate FC1=CC(=CN2C=C(C=C12)C)C(NC1=CC=C(C=N1)C1CCN(CC1)C(=O)OC(C)(C)C)=N